tert-Butyl N-[(2R)-1,5-bis(methanesulfonyloxy)-4,4-dimethylpentan-2-yl]carbamate CS(=O)(=O)OC[C@@H](CC(COS(=O)(=O)C)(C)C)NC(OC(C)(C)C)=O